N-[(3S,4R)-1-Phenethyl-3-prop-2-enylpiperidin-4-yl]-N-phenylpropanamide C(CC1=CC=CC=C1)N1C[C@@H]([C@@H](CC1)N(C(CC)=O)C1=CC=CC=C1)CC=C